bis-[2-(p-xylenesulfonyloxy)phenyl]urea C1(CC=C(C=C1)C)(C)S(=O)(=O)OC1=C(C=CC=C1)NC(NC1=C(C=CC=C1)OS(=O)(=O)C1(CC=C(C=C1)C)C)=O